The molecule is a polyazaalkane that is azacyclopentadecane in which the amino proton is replaced by a 3-(3-aminopropylamino)propyl group. It has a role as a marine metabolite and an antineoplastic agent. It is a triamine, a primary amine, a secondary amine, a polyazaalkane and an azacycloalkane. It derives from a bis(3-aminopropyl)amine. C1CCCCCCCN(CCCCCC1)CCCNCCCN